ClC1=C(C(=CC=C1Cl)O)[C@H]1CCCN1 (3S,5R)-5-(2,3-dichloro-6-hydroxyphenyl)pyrrolidine